1-allyl-6,7-dichloro-3-(2-methoxyethyl)-1,3,4,9-tetrahydro-[1,2,6]thiadiazino[4,3-g]indazole 2,2-dioxide C(C=C)N1S(N(CC=2C=C(C=3C(=NNC3C21)Cl)Cl)CCOC)(=O)=O